ClC=1C(=NC=CC1)N1CCN(CC1)C1=NOC2=C1C=CC=C2 3-(4-(3-chloropyridin-2-yl)piperazin-1-yl)benzo[d]isoxazole